C(C)[C@@H](N(CC=1SC=CC1)C(C(C1=CC=CC=C1)NC(=O)OC(C)(C)C)=O)C(=O)O ethyl-(R)-N-(2-((tert-butoxycarbonyl)amino)-2-phenylacetyl)-N-(thien-2-ylmethyl)glycine